BrC=1C=CC(=[N+](C1)[O-])C(C)(C)C 5-bromo-2-(tert-butyl)pyridine 1-oxide